2-chloro-4-(((tetrahydrofuran-2-yl)methyl)amino)quinazolin ClC1=NC2=CC=CC=C2C(=N1)NCC1OCCC1